4-(2-chloro-7-(furan-2-yl)pyrido[3,2-d]pyrimidin-4-yl)morpholine ClC=1N=C(C2=C(N1)C=C(C=N2)C=2OC=CC2)N2CCOCC2